rac-1-(5-bromo-2-pyridyl)-2-methoxy-ethanol BrC=1C=CC(=NC1)[C@H](COC)O |r|